CC(C=C)(CCCC(CCCC(CCCC(C)C)C)C)O 3,7,11,15-tetramethyl-1-hexadecen-3-ol